ClC(OC1=CC=C(C=C1)NC(C1=CN=C(C(=C1)C1=CC=NN1)N1CCC(CC1)N(C)CC=1C=C2CN(C(C2=C(C1)F)=O)C1C(NC(CC1)=O)=O)=O)(F)F N-(4-(Chlorodifluoromethoxy)phenyl)-6-(4-(((2-(2,6-dioxopiperidin-3-yl)-7-fluoro-1-Oxoisoindoline-5-yl)methyl)(methyl)amino)piperidin-1-yl)-5-(1H-pyrazol-5-yl)nicotinamide